(Z)-4-[tert-butoxycarbonyl-(methyl)amino]-2-fluoro-but-2-enoic acid C(C)(C)(C)OC(=O)N(C\C=C(\C(=O)O)/F)C